C(C)OC(=O)C1CNCC12CCOCC2 8-oxa-2-azaspiro[4.5]decane-4-carboxylic acid ethyl ester